(E,E)-3,7,11-Trimethyl-2,6,10-dodecatrienyl pentanoate C(CCCC)(=O)OC\C=C(\CC\C=C(\CCC=C(C)C)/C)/C